ClC1=C(C=CC=C1F)C1=CC(=CC=C1)F 2-chloro-3,3'-difluoro-[1,1'-biphenyl]